NCC(CN1N=CN(C1=O)C1=C(C(=CC=C1)C=1C=NC(=CC1)N(C)C)C)=C(F)F 2-[2-(aminomethyl)-3,3-difluoro-allyl]-4-[3-[6-(dimethylamino)-3-pyridinyl]-2-methyl-phenyl]-1,2,4-triazol-3-one